8-(methylsulfonyl)-octane CS(=O)(=O)CCCCCCCC